O(CC(C(CO)CC)O)CC(C(CO)CC)O 2'-(oxybis(methylene))bis(2-ethylpropane-1,3-diol)